2-(2-chloropyridin-4-yl)propan-2-amine ClC1=NC=CC(=C1)C(C)(C)N